BrCCCCCOC1=C(C=CC=C1)C1CC(CC2=CC=CC=C12)C1=CC=CC=C1 4-((5-bromopentyloxy)phenyl)-2-phenyl-1,2,3,4-tetrahydronaphthalen